(R)-4-(1-((3-(difluoro-methyl)-1-methyl-1H-pyrazol-4-yl)sulfonyl)-1-fluoro-ethyl)-N-(1H-pyrazol-3-yl)piperidine-1-carboxamide FC(C1=NN(C=C1S(=O)(=O)[C@@](C)(F)C1CCN(CC1)C(=O)NC1=NNC=C1)C)F